2,6-dimethyl-3,5-diethyl-1,4-dihydropyridine CC=1NC(=C(CC1CC)CC)C